CC1(C(N(CCC1)C=1C=C2C(=CC=NC2=CC1)C(=O)O)=O)C 6-(3,3-dimethyl-2-oxopiperidin-1-yl)quinoline-4-carboxylic acid